(Z)-1-acetyl-2-((6-(morpholine-4-carbonyl)-4-(1-trityl-1H-pyrazol-4-yl)quinolin-2-yl)methylene)indolin-3-one C(C)(=O)N1\C(\C(C2=CC=CC=C12)=O)=C/C1=NC2=CC=C(C=C2C(=C1)C=1C=NN(C1)C(C1=CC=CC=C1)(C1=CC=CC=C1)C1=CC=CC=C1)C(=O)N1CCOCC1